7-(((2,2-difluorocyclopropyl)methyl)amino)-5-methyl-2-((piperidin-4-ylthio)methyl)quinazolin-4(3H)-one FC1(C(C1)CNC1=CC(=C2C(NC(=NC2=C1)CSC1CCNCC1)=O)C)F